FC(OC1=C(C(=O)NCC)C(=CC(=C1)C1=CN=C2N1C=CC(=C2)C2=CN=NC=C2)OC)F 2-(difluoromethoxy)-N-ethyl-6-methoxy-4-(7-pyridazin-4-ylimidazo[1,2-a]pyridin-3-yl)benzamide